N-((4-fluoroanilino)ethyl)benzoxazolone tert-butyl-rac-(3S)-6-[2-(cyclopropoxy)-4-pyridyl]-3-methyl-3,4-dihydro-2H-pyridine-1-carboxylate C(C)(C)(C)OC(=O)N1C[C@H](CC=C1C1=CC(=NC=C1)OC1CC1)C.FC1=CC=C(NCCN2C(OC3=C2C=CC=C3)=O)C=C1 |r|